4-acetyl-4'-propyl-biphenyl C(C)(=O)C1=CC=C(C=C1)C1=CC=C(C=C1)CCC